FC(C(F)(F)F)(S(=O)(=O)[O-])F perfluoroethanesulfonic acid anion